C(C)C1C(NC2=CC(=NC=C2C1)CN1CCN(CC1)C=1C=CC(=NC1)C(=O)NC([2H])([2H])[2H])=O 5-(4-((3-Ethyl-2-oxo-3,4-dihydro-1,6-naphthyridin-7-yl)methyl)piperazin-1-yl)-N-(methyl-d3)pyridine-2-carboxamide